CO[C@@H]1[C@]2(C)[C@@H](CC1)[C@@H]1CCC3=CC(CC[C@]3(COC)[C@H]1CC2)=O (17β)-17,19-dimethoxyandrost-4-en-3-one